2-(benzyl(4,4-dimethylcyclohexyl)carbamoyl)-4-fluoropyrrolidine-1-carboxylate C(C1=CC=CC=C1)N(C(=O)C1N(CC(C1)F)C(=O)[O-])C1CCC(CC1)(C)C